Nickel-Cobalt-Aluminium [Al].[Co].[Ni]